C1(CC1)C=1C=C(C(=O)N)C=C(C1)F 3-cyclopropyl-5-fluorobenzamide